CC1OCCC1C=O dihydro-2-methyl-3(2H)-furanaldehyde